[NH4+].NCC(=O)O Glycine Ammonium